2-(6-(((1S,4S,5S,6S)-6-fluoro-1-methyl-2-azabicyclo[2.2.1]heptan-5-yl)oxy)pyridazin-3-yl)-5-(1H-imidazol-1-yl)phenol F[C@@H]1[C@H]([C@@H]2CN[C@]1(C2)C)OC2=CC=C(N=N2)C2=C(C=C(C=C2)N2C=NC=C2)O